OC1CC2(CN(C2)C=2C=C3CN(C(C3=CC2)=O)C2C(NC(CC2)=O)=O)C1 3-(5-(6-hydroxy-2-azaspiro[3.3]heptan-2-yl)-1-oxoisoindolin-2-yl)piperidine-2,6-dione